(undecyloxy)-1,2-propanediol C(CCCCCCCCCC)OC(C(C)O)O